Cl.FC1=C(C=CC=C1)C1(CCC1)N 1-(2-fluorophenyl)cyclobutan-1-amine-hydrochloride salt